C(C)(C)C1=NN=C(N1C1CC2CCC(C1)N2CC[C@@H](C2=CC=CC=C2)NC(=O)C2CCC2)C N-{(1S)-3-[3-(3-isopropyl-5-methyl-4H-1,2,4-triazol-4-yl)-exo-8-azabicyclo[3.2.1]oct-8-yl]-1-phenylpropyl}cyclobutanecarboxamide